OC(C1CCN(CC1)C(=O)OC(C)(C)C)C1=CC=CC=C1 tert-Butyl 4-[hydroxy(phenyl)methyl]piperidine-1-carboxylate